N1C=NC2=C1C=CC=C2CN2C(C(=CC(=C2)C(=O)NC2CCC2)C(=O)NC)=O 1-((1H-benzo[d]imidazol-4-yl)methyl)-N5-cyclobutyl-N3-methyl-2-oxo-1,2-dihydropyridine-3,5-dicarboxamide